α-cumyl peroxyneodecanoate C(CCCCCC(C)(C)C)(=O)OOC(C)(C)C1=CC=CC=C1